carbon fluorocarboxylic acid FC(=O)O.[C]